N-(2,4-dimethoxybenzyl)-2,6-difluoro-4-((R)-3-(methyl((R)-tetrahydrofuran-3-yl)amino)-3-(3-(trifluoromethyl)phenethyl)piperidin-1-yl)-N-(pyrimidin-4-yl)benzenesulfonamide COC1=C(CN(S(=O)(=O)C2=C(C=C(C=C2F)N2C[C@](CCC2)(CCC2=CC(=CC=C2)C(F)(F)F)N([C@H]2COCC2)C)F)C2=NC=NC=C2)C=CC(=C1)OC